C(C)(C)N(P(N(C(C)C)C(C)C)OCCCC1=CC=CC=C1)C(C)C N,N,N',N'-tetraisopropyl-1-(3-phenylpropoxy)phosphanediamine